CSC=1SC(=NN1)S 2-methylsulfanyl-5-mercapto-1,3,4-thiadiazole